4-(1-(3-chlorobenzyl)-1H-pyrrol-3-yl)-2-(methylsulfinyl)-6-(trifluoromethyl)pyrimidine ClC=1C=C(CN2C=C(C=C2)C2=NC(=NC(=C2)C(F)(F)F)S(=O)C)C=CC1